COC=1C=C(C=CC1)C1(NON(O1)NC(=O)C1=CC(=NN1C1=CC=CC=C1)C1=CC=CC=C1)C N-[4-(3-methoxyphenyl)-4-methyl-2,5-dioxaimidazolin-1-yl]-1,3-diphenyl-1H-pyrazol-5-yl-carboxamide